C(N)(=N)C=1C=C(SC1)[C@@H](C)NC(=O)[C@H]1N(C[C@@H](C1)COC)C(CNC(=O)C1=CC2=C(OC3=C2C=CC=C3)C=C1)=O |o1:16| (2S,4R*)-N-((R)-1-(4-carbamimidoylthiophen-2-yl)ethyl)-1-((dibenzo[b,d]furan-2-carbonyl)glycyl)-4-(methoxymethyl)pyrrolidine-2-carboxamide